C(C1=CC=CC=C1)N(CC(CC(C)(C)C)=O)CCO 1-(benzyl(2-hydroxyethyl)amino)-4,4-dimethylpentan-2-one